2-chloro-4-ethoxypyrimidine ClC1=NC=CC(=N1)OCC